C1(CCC1)C=1C=NN(C1)C1=C(C(=O)O)C=C(C=C1)NC(=O)C1(CC1)C1=C(C=C(C=C1)OC(F)(F)F)F 2-(4-Cyclobutyl-1H-pyrazol-1-yl)-5-[({1-[2-fluoro-4-(trifluoromethoxy)phenyl]cyclopropyl}carbonyl)amino]benzoic acid